C(C)(C)C1=C(NC2=CC=C(C=C12)C1CCN(CC1)C(C)C)C=1C(=C(C(N(C1)C)=O)C=1C=NC=CC1)C 5-(3-isopropyl-5-(1-isopropylpiperidin-4-yl)-1H-indol-2-yl)-1,4-dimethyl-[3,3'-bipyridine]-2(1H)-one